BrC=1C(=NC=CC1)CC1N(C(C2=CC=CC=C12)=O)CC1CC2(C1)CC(C2)O 3-((3-bromopyridin-2-yl)methyl)-2-((6-hydroxyspiro[3.3]heptan-2-yl)methyl)isoindolin-1-one